1-benzyl-2,3-dimethylimidazolium C(C1=CC=CC=C1)N1C(=[N+](C=C1)C)C